C1(=CC=CC=C1)S(=O)(=O)OC=1C=C(C=CC1CCC)NC(=O)NC1=CC(=C(C=C1)CCC)OS(=O)(=O)C1=CC=CC=C1 N,N'-di-[3-(benzenesulfonyloxy)-4-propyl-phenyl]urea